4-(1-methyl-2,5-dihydro-1H-pyrrol-3-yl)-1H-benzo[d]Imidazole CN1CC(=CC1)C1=CC=CC=2NC=NC21